C(C1=CC=CC=C1)OC1=NC(=CC=C1C1=NN(C2=CC(=CC=C12)N1CCC(CC1)CN1[C@@H](CN(CC1)C(=O)OC(C)(C)C)C)C)OCC1=CC=CC=C1 tert-butyl (R)-4-((1-(3-(2,6-bis(benzyloxy) pyridin-3-yl)-1-methyl-1H-indazol-6-yl) piperidin-4-yl) methyl)-3-methylpiperazine-1-carboxylate